C(C)(=O)N1CC2=C(CC1)N=C(S2)NC2=NC1=C(N2C)C=CC(=C1)C(=O)NCCOCCO ((5-acetyl-4,5,6,7-tetrahydrothiazolo[5,4-c]pyridin-2-yl)amino)-N-(2-(2-hydroxyethoxy)ethyl)-1-methyl-1H-benzo[d]imidazole-5-carboxamide